carbamic acid 2-chloro-ethyl ester ClCCOC(N)=O